ClC1=CC=C(C=C1)C1=CC(=NC(=N1)C1=NC=CC=C1)N1C[C@H](CC1)O (S)-1-(6-(4-chlorophenyl)-2-(pyridin-2-yl)pyrimidin-4-yl)pyrrolidin-3-ol